C1(CC1)C=1C=C2C(=C(C(NC2=C2C1C=C(C=C2)F)=O)NC(OC(C)(C)C)=O)C2=C1C=NN(C1=CC=C2)C2OCCCC2 tert-butyl N-[6-cyclopropyl-8-fluoro-4-[1-(oxan-2-yl)indazol-4-yl]-2-oxo-1H-benzo[h]quinolin-3-yl]carbamate